ClC=1C(=C(N)C=CC1OCC1(CC1)F)F 3-chloro-2-fluoro-4-((1-fluorocyclopropyl)methoxy)aniline